2-(2-fluoro-4-(2-((5-methyl-[1,2,4]triazolo[1,5-a]pyridin-2-yl)amino)-2-oxoethyl)phenoxy)pyridine-3-carboxamide FC1=C(OC2=NC=CC=C2C(=O)N)C=CC(=C1)CC(=O)NC1=NN2C(C=CC=C2C)=N1